caffeic acid fumarate C(\C=C\C(=O)O)(=O)O.C(\C=C\C1=CC(O)=C(O)C=C1)(=O)O